9-((1r,4r)-4-((tert-butyldiphenylsilyl)oxy)cyclohexyl)-2,8-dichloro-9H-purine [Si](C1=CC=CC=C1)(C1=CC=CC=C1)(C(C)(C)C)OC1CCC(CC1)N1C2=NC(=NC=C2N=C1Cl)Cl